FC=1C=CC(=NC1)NC(CN1C=2N(C(C3=C1C(N(C3)C(C)C)=O)=O)N=CC2)=O 4-(2-[(5-fluoropyridin-2-yl)amino]-2-oxoethyl)-5,8-dioxo-6-(propan-2-yl)-5,6,7,8-tetrahydro-4H-pyrazolo[1,5-a]pyrrolo[3,4-d]pyrimidine